5-chloro-N'-phenylpentanoyl-hydrazine ClC(CCCC(=O)NN)C1=CC=CC=C1